(S)-(2,2-dimethyl-1,3-dioxolan-4-yl)4-methylbenzenesulfonic acid methyl ester COS(=O)(=O)C1=C(C=C(C=C1)C)[C@@H]1OC(OC1)(C)C